FC=1C=C(C=C(C1)C=1N(N=CC1)C)C[C@@H]1CC[C@H](CC1)C(=O)O trans-4-[[3-fluoro-5-(2-methylpyrazol-3-yl)phenyl]methyl]cyclohexanecarboxylic acid